5-((4-amino-2,6-dibromophenyl)thio)-3-isopropylpyridin-2(1H)-one NC1=CC(=C(C(=C1)Br)SC=1C=C(C(NC1)=O)C(C)C)Br